methyl 1-(5-(1-(2,6-dichlorophenyl)azetidin-3-yl)-7-methyl-2,3-dihydro-1H-inden-1-yl)piperidine-4-carboxylate ClC1=C(C(=CC=C1)Cl)N1CC(C1)C=1C=C2CCC(C2=C(C1)C)N1CCC(CC1)C(=O)OC